(S)-(4-(difluoromethyl)-2-(2-hydroxypropan-2-yl)oxazol-5-yl)(4-(7-methylbenzo[d]oxazol-2-yl)-6,7-dihydro-1H-imidazo[4,5-c]pyridin-5(4H)-yl)methanone FC(C=1N=C(OC1C(=O)N1[C@@H](C2=C(CC1)NC=N2)C=2OC1=C(N2)C=CC=C1C)C(C)(C)O)F